(R or S)-1-(1-(6-(4-(2-hydroxypropan-2-yl)-2-azabicyclo[2.1.1]hexan-2-yl)-2-(methoxymethyl)pyrimidin-4-yl)-1H-indazol-6-yl)spiro[2.2]pentane-1-carbonitrile OC(C)(C)C12CN(C(C1)C2)C2=CC(=NC(=N2)COC)N2N=CC1=CC=C(C=C21)[C@]2(CC21CC1)C#N |o1:28|